4-amino-1-[4-[2-methyl-4-[[3-[3-(trifluoromethyl)-1H-pyrazol-4-yl]imidazo[1,2-a]pyrazin-8-yl]amino]benzoyl]piperazin-1-yl]butan-1-one NCCCC(=O)N1CCN(CC1)C(C1=C(C=C(C=C1)NC=1C=2N(C=CN1)C(=CN2)C=2C(=NNC2)C(F)(F)F)C)=O